ClC=1C=C2C(=NC=NC2=C(C1)OC(F)F)N[C@@H](C)C1=NC=NN1C=1SC(=CN1)C(=O)N 2-[5-[(1S)-1-[[6-chloro-8-(difluoro-methoxy)quinazolin-4-yl]amino]ethyl]-1,2,4-triazol-1-yl]thiazole-5-carboxamide